[Cl-].C(CCCCCCCCCCCCCC)C1[NH2+]CCN1CCO 2-pentadecyl-3-(2-hydroxyethyl)imidazolinium chloride